N-(2-(1H-indol-3-yl)ethyl)-4-fluoro-2-methyl-6-((3,4,5-trimethoxyphenyl)amino)benzamide N1C=C(C2=CC=CC=C12)CCNC(C1=C(C=C(C=C1NC1=CC(=C(C(=C1)OC)OC)OC)F)C)=O